C(C1=CC=CC=C1)NCC1NC2=CC=CC=C2N(C1)C1=CC=C(C=C1)C(F)(F)F N-benzyl-1-(4-(4-(trifluoromethyl)phenyl)-1,2,3,4-tetrahydroquinoxalin-2-yl)methanamine